ClC=1C(=CC(=C(C(=O)NC=2C=C3C(NC(C3=CC2)=O)=O)C1)C1CCOC2=CC(=CC=C12)F)C(F)(F)F 5-chloro-N-(1,3-dioxoisoindolin-5-yl)-2-(7-fluoro-chroman-4-yl)-4-(trifluoromethyl)benzamide